tert-butyl 4,4-difluoro-3-(2-hydroxyethyl)-3-{[(S)-2-methylpropane-2-sulfinyl]amino}-2-({[(CIS)-4-phenylcyclohexyl]oxy}methyl)piperidine-1-carboxylate FC1(C(C(N(CC1)C(=O)OC(C)(C)C)CO[C@@H]1CC[C@@H](CC1)C1=CC=CC=C1)(N[S@@](=O)C(C)(C)C)CCO)F